CSCP(OCC(F)(F)F)(OCC(F)(F)F)=O bis(2,2,2-trifluoroethyl) ((methylthio)methyl)phosphonate